(4aR,8aS)-6-(3-((2-Fluoro-4-(trifluoromethoxy)benzyl)oxy)azetidine-1-carbonyl)hexahydro-2H-pyrido[4,3-b][1,4]oxazin-3(4H)-one FC1=C(COC2CN(C2)C(=O)N2C[C@@H]3[C@@H](OCC(N3)=O)CC2)C=CC(=C1)OC(F)(F)F